CC1=NN=C(C2=CC(=CC=C12)O[C@@H]1COCC1)N[C@H](C)C1=CC(=CC(=C1)C(F)(F)F)[N+](=O)[O-] methyl-N-((R)-1-(3-nitro-5-(trifluoromethyl)phenyl)ethyl)-7-(((S)-tetrahydrofuran-3-yl)oxy)phthalazin-1-amine